C(C=C)N([C@@H](C)C(=O)OC)C#N Methyl N-allyl-N-cyano-L-alaninate